2-(6-chloropyrazin-2-yl)-1,3,4-thiadiazole ClC1=CN=CC(=N1)C=1SC=NN1